3-[6-[[2-(2,4-dimethylpiperazin-1-yl)-2-oxo-ethyl]amino]-1-oxo-isoindolin-2-yl]piperidine-2,6-dione CC1N(CCN(C1)C)C(CNC1=CC=C2CN(C(C2=C1)=O)C1C(NC(CC1)=O)=O)=O